N-(1-cyclopropyl-5,5-difluoropiperidin-3-yl)-2-(8-isopropyl-5-oxothieno[3',2':4,5]pyrrolo[1,2-d][1,2,4]triazin-6(5H)-yl)acetamide 2,2,2-trifluoroacetate FC(C(=O)O)(F)F.C1(CC1)N1CC(CC(C1)(F)F)NC(CN1N=C(N2C(C1=O)=CC1=C2SC=C1)C(C)C)=O